ClC1=C(C=CC=C1)C(C)N1N=CC(=C1)C=1C=CC(N(C1)C)=O 5-(1-(1-(2-chlorophenyl)ethyl)-1H-pyrazol-4-yl)-1-methyl-pyridin-2(1H)-one